3-methoxy-2',2'-dimethyl-5H-dispiro[furo[3,4-b]pyridine-7,4'-cyclohexane-1',2''-[1,3]dioxolane] COC=1C=C2C(=NC1)C1(CC(C3(OCCO3)CC1)(C)C)OC2